methyl 1-(2-(6-(1-(tert-butoxycarbonyl)azetidin-3-yl)pyridin-3-yl)propan-2-yl)piperidine-4-carboxylate C(C)(C)(C)OC(=O)N1CC(C1)C1=CC=C(C=N1)C(C)(C)N1CCC(CC1)C(=O)OC